C1(CC1)[S@](=O)(C1=CC=C(C=C1)OC1=CC=NC2=CC(=CC=C12)OC)=N (S)-cyclopropyl(imino)(4-((7-methoxyquinolin-4-yl)oxy)phenyl)-λ6-sulfanone